2-methyl-3-(p-methoxyphenyl)propionaldehyde CC(C=O)CC1=CC=C(C=C1)OC